NC=1C2=C(N=CN1)C(=C(N2C2=CC(=C(C=C2)OC2=NC=CC(=N2)C)F)C2=CC(=C(C=C2C)NC(C=C)=O)F)C N-(4-(4-amino-5-(3-fluoro-4-((4-methylpyrimidin-2-yl)oxy)phenyl)-7-methyl-5H-pyrrolo[3,2-d]pyrimidin-6-yl)-2-fluoro-5-methylphenyl)acrylamide